1-(4-bromo-1-phenyl-3-((R)-pyrrolidin-2-yl)-1H-pyrazol-5-yl)-3-((3s,4R)-4-(3,4-difluorophenyl)-1-(2-methoxyethyl)pyrrolidin-3-yl)urea dihydrochloride Cl.Cl.BrC=1C(=NN(C1NC(=O)N[C@@H]1CN(C[C@H]1C1=CC(=C(C=C1)F)F)CCOC)C1=CC=CC=C1)[C@@H]1NCCC1